pyrrolo[2,3-g]quinazoline N1=CN=CC=2CC=3C(=CC12)C=CN3